5-((2-(4-((4-cyclobutoxy-3-(2-hydroxyethoxy)benzyl)amino)butoxy)ethyl)amino)benzo[c][2,6]naphthyridine-8-carboxamide C1(CCC1)OC1=C(C=C(CNCCCCOCCNC2=NC3=C(C4=CN=CC=C24)C=CC(=C3)C(=O)N)C=C1)OCCO